5-Methyl-N-{(1S)-1-(4-methylcyclohexyl)-2-oxo-2-[(2-oxospiro[1H-pyrrolo[3,2-c]pyridine-3,4'-oxane]-6-yl)amino]ethyl}-thiazole-4-carboxamide CC1=C(N=CS1)C(=O)N[C@H](C(NC1=CC2=C(C=N1)C1(CCOCC1)C(N2)=O)=O)C2CCC(CC2)C